ClC=1C=C(C=2N(N1)N=CN2)[C@@H]2[C@H](C2)C2=CC=C(C=C2)C(F)(F)F 6-chloro-8-((1S,2S)-2-(4-(trifluoromethyl)phenyl)cyclopropyl)-[1,2,4]triazolo[1,5-b]pyridazine